FC=1C=CC(=C(C1)C1(CC1)C1=NOC(=N1)C1=NN(C(=C1)C(C)C)C)C 3-(1-(5-fluoro-2-methylphenyl)cyclopropyl)-5-(5-isopropyl-1-methyl-1H-pyrazol-3-yl)-1,2,4-oxadiazole